NC1=NC(=C(C=C1C1=CC=C2C(NC(=NC2=C1)C)=O)C1=CC(=C(C=C1)N1CCOCC1)CN(C)C)F 7-(2-amino-5-(3-((dimethylamino)methyl)-4-morpholinophenyl)-6-fluoropyridin-3-yl)-2-methylquinazolin-4(3H)-one